ClCC(=O)NC(NC1=C(C=CC(=C1)Cl)C(F)(F)F)=O 2-chloro-N-((5-chloro-2-(trifluoromethyl)phenyl)carbamoyl)acetamide